FC=1C(=C(C(=O)N)C=C(C1F)/C=N/NS(=O)(=O)C1=CC=C(C=C1)C)NC1=C(C=C(C=C1)I)F 3,4-difluoro-2-(2-fluoro-4-iodoanilino)-5-[(E)-[(4-methylphenyl)sulfonyl-hydrazono]methyl]benzamide